tert-butyl-4-(3-cyano-6,7-dimethoxyquinolin-4-yl)-1,4-diazepan-1-carboxylic acid C(C)(C)(C)C1N(CCCN(C1)C1=C(C=NC2=CC(=C(C=C12)OC)OC)C#N)C(=O)O